NC1=C(C=C(C=N1)NC(C(=O)N1[C@H](CC[C@@H](C1)C)C=1C=CC2=C(N=C(S2)C)C1)=O)C1CC1 N-(6-amino-5-cyclopropyl-3-pyridyl)-2-[(2R,5S)-5-methyl-2-(2-methyl-1,3-benzothiazol-5-yl)-1-piperidyl]-2-oxo-acetamide